(2R,3aS,6S,6aR)-6-((2-amino-3,5-difluoroquinolin-7-yl)methyl)-2-(4-amino-5-fluoro-7H-pyrrolo[2,3-d]pyrimidin-7-yl)hexahydro-3aH-cyclopenta[b]furan-3,3a-diol NC1=NC2=CC(=CC(=C2C=C1F)F)C[C@@H]1CC[C@]2([C@@H]1O[C@H](C2O)N2C=C(C1=C2N=CN=C1N)F)O